N-[4-[4-(3-methylphenyl)-2-(4-methylsulfonylphenyl)-1,3-thiazol-5-yl]-2-pyridinyl]phenylacetamide CC=1C=C(C=CC1)C=1N=C(SC1C1=CC(=NC=C1)NC(CC1=CC=CC=C1)=O)C1=CC=C(C=C1)S(=O)(=O)C